BrCC(=O)N[C@@H](C)C1=C(C(=CC=C1)F)F (S)-2-bromo-N-(1-(2,3-difluorophenyl)ethyl)acetamide